CON(C(=O)C1=CC=CC=2N(C(=NC21)OC)COCC[Si](C)(C)C)C N,2-Dimethoxy-N-methyl-1-{[2-(trimethylsilyl)ethoxy]methyl}-1H-benzimidazole-4-carboxamide